7,7-dibromodispiro[2.0.24.13]heptane BrC1(C2(C13CC3)CC2)Br